ClC1=CC(=NC(=C1)S(=O)(=O)C)NC1=CC(=NC=C1C1=NN(C=C1)C)NC(C)=O N-(4-((4-chloro-6-(methylsulfonyl)pyridin-2-yl)amino)-5-(1-methyl-1H-pyrazol-3-yl)pyridin-2-yl)acetamide